4-(5-chloro-1H-indol-3-yl)butan-2-amine ClC=1C=C2C(=CNC2=CC1)CCC(C)N